CC1=NN(C(=N1)C)C=1C=CC(=NC1)C1(CC(CC1)NC=1N=NC(=CN1)C)N (5-(3,5-dimethyl-1H-1,2,4-triazol-1-yl)pyridin-2-yl)-N3-(6-methyl-1,2,4-triazin-3-yl)cyclopentane-1,3-diamine